[Cl-].[Cl-].CC=1C(C2=C(N(C=3C=CC=CC23)C)C1)[Zr+2]C1C(=CC=2N(C=3C=CC=CC3C21)C)C bis(2,4-dimethylcyclopenta[b]indolyl)zirconium dichloride